(R)-8-(4-oxo-1-propyl-1,4-dihydroquinolin-3-ylsulfonyl)-1-oxa-1,4-dihydro-quinolin O=C1C(=CN(C2=CC=CC=C12)CCC)S(=O)(=O)C=1C=CC=C2CC=COC12